FC1=C(C=C(C=C1)F)C1(OC(=C(C1=O)OC(C)=O)N)C 2-(2,5-difluorophenyl)-2-methyl-4-acetoxy-5-amino-3(2H)-furanone